C(CCCCCCCCCCCCCCCCC)(=O)OCCCCCCCCCCCC lauryl stearate